[3-[(3-chloro-2-pyridyl)amino]-1-(2,2,2-trifluoroethyl)pyrazolo[4,3-c]pyridin-6-yl]-(1,4-oxazepan-4-yl)methanone ClC=1C(=NC=CC1)NC1=NN(C2=C1C=NC(=C2)C(=O)N2CCOCCC2)CC(F)(F)F